2,6-dibromo-4-aminophenol BrC1=C(C(=CC(=C1)N)Br)O